CC1(C(=C(C1)C1=C(C=CC(=C1)Br)NC(C)=O)C1=CC=CC=C1)C N-(2-(3,3-dimethyl-2-phenyl-cyclobut-1-enyl)-4-bromophenyl)acetamide